(S)-N-(4-(3-(2-chloropyrimidin-5-yl)phenyl)thiazol-2-yl)-1-(1-(methylsulfonyl)-1H-pyrrole-3-carbonyl)azetidine-2-carboxamide ClC1=NC=C(C=N1)C=1C=C(C=CC1)C=1N=C(SC1)NC(=O)[C@H]1N(CC1)C(=O)C1=CN(C=C1)S(=O)(=O)C